(1R,3S,5R)-2-(2-(4-amino-9H-pyrimido[4,5-b]indol-9-yl)acetyl)-N-(6-bromopyridin-2-yl)-5-methyl-2-azabicyclo[3.1.0]hexane-3-carboxamide NC1=NC=NC=2N(C3=CC=CC=C3C21)CC(=O)N2[C@@H]1C[C@@]1(C[C@H]2C(=O)NC2=NC(=CC=C2)Br)C